2-(4-(2-(5-methyl-2-phenyl-4-oxazolyl)ethoxy)benzyl)-malonic acid CC1=C(N=C(O1)C1=CC=CC=C1)CCOC1=CC=C(CC(C(=O)O)C(=O)O)C=C1